(2S,3R,4S,5S,6S)-2-(2-azido-4-(hydroxymethyl)phenoxy)-6-(methoxycarbonyl)tetrahydro-2H-pyran-3,4,5-triyl triacetate C(C)(=O)O[C@H]1[C@@H](O[C@@H]([C@H]([C@@H]1OC(C)=O)OC(C)=O)C(=O)OC)OC1=C(C=C(C=C1)CO)N=[N+]=[N-]